FC=CC(C(C(F)(F)F)(F)F)(F)F 1,3,3,4,4,5,5,5-octafluoro-pent-1-ene